(E)-2-cyclopropyl-6-methoxy-7-styryl-3-(trifluoromethyl)-1-((2-(Trimethylsilyl)ethoxy)methyl)-1H-pyrrolo[3,2-c]pyridine C1(CC1)C1=C(C=2C=NC(=C(C2N1COCC[Si](C)(C)C)\C=C\C1=CC=CC=C1)OC)C(F)(F)F